COC1=CC=C(C=C1)CCCNC1CCN(CC1)C=1C2=C(N=CN1)C(=CS2)SC N-(3-(4-methoxyphenyl)propyl)-1-(7-methylthiothieno[3,2-d]pyrimidin-4-yl)piperidin-4-amine